2-chloro-4-[2-(5-oxopyrrolidin-3-yl)ethyl]benzoic acid methyl ester COC(C1=C(C=C(C=C1)CCC1CNC(C1)=O)Cl)=O